sodium 1-decene-1-sulfonate C(=CCCCCCCCC)S(=O)(=O)[O-].[Na+]